Cl.NCCCC(C(C)C)N1CC2(C1)CN(CC2)C2=C(N=NC=C2)OC2=C(C(=O)N(C(C)C)C(C)C)C=C(C=C2)F 2-((4-(2-(6-Amino-2-methylhex-3-yl)-2,6-diazaspiro[3.4]oct-6-yl)pyridazin-3-yl)oxy)-5-fluoro-N,N-diisopropylbenzamide hydrochloride